N-(3-bromo-2,5-difluorophenyl)-7,8-dihydro[1,4]dioxino[2,3-g]quinazolin-4-amine BrC=1C(=C(C=C(C1)F)NC1=NC=NC2=CC3=C(C=C12)OCCO3)F